3-Amino-4-difluoromethylene-1-cyclopentanoic Acid NC1CC(CC1=C(F)F)C(=O)O